CC1=CC(=NO1)NC(OC1=CC=CC=C1)=O Phenyl (5-methylisoxazol-3-yl)carbamate